C(C)(C)(C)OC(NCCC1CNC(O1)=O)=O N-[2-(2-oxo-oxazolidin-5-yl)ethyl]carbamic acid tert-butyl ester